(1R,2R)-2-[(1-chloro-5,7,8,9-tetrahydrooxepino[3,4-d]Pyridazin-4-yl)amino]cyclohexan-1-ol ClC1=C2C(=C(N=N1)N[C@H]1[C@@H](CCCC1)O)COCCC2